(4-((5-chloro-4-(methylamino)pyrimidin-2-yl)amino)-3-methoxyphenyl)(piperazin-1-yl)methanone HCl salt Cl.ClC=1C(=NC(=NC1)NC1=C(C=C(C=C1)C(=O)N1CCNCC1)OC)NC